ClC1=CC2=C(CC(OC23C[C@@H](N(CC3)CC=3C=NN(C3)C)C)C)S1 (2'S)-2-chloro-2',6-dimethyl-1'-[(1-methylpyrazol-4-yl)methyl]spiro[6,7-dihydrothieno[3,2-c]pyran-4,4'-piperidine]